C(C)N[C@@H](CC1=CC=C(C=C1)O)C(=O)O ethyl-tyrosine